FC1=CC=C(C(=N1)C)OC1=CC=C(C(=C1C(=O)NC=1C=C(C=CC1)[S@](=O)(C)=NC(OC(C)(C)C)=O)C)C(F)(F)F tert-butyl (R)-((3-(6-((6-fluoro-2-methylpyridin-3-yl)oxy)-2-methyl-3-(trifluoromethyl)benzamido)phenyl)(methyl) (oxo)-λ6-sulfaneylidene)carbamate